C(C)OC(C[C@@H](C1=CC=C(C=C1)Cl)N1[C@@](C2=C(C=C(C=C2C1=O)Br)F)(OCC1(COC1)F)C1=CC=C(C=C1)Cl)=O (S)-3-((R)-5-bromo-1-(4-chlorophenyl)-7-fluoro-1-((3-fluorooxetan-3-yl)methoxy)-3-oxoisoindolin-2-yl)-3-(4-chlorophenyl)propanoic acid ethyl ester